4'-((4-(cyclopropylcarbamoyl)pyridine-2,6-diyl)bis(1H-1,2,3-triazole-4,1-diyl))bis(2-hydroxybenzoic acid) C1(CC1)NC(=O)C1=CC(=NC(=C1)C=1N=NN(C1)C=1C(=C(C(=O)O)C=CC1)O)C=1N=NN(C1)C=1C(=C(C(=O)O)C=CC1)O